3-(difluoromethyl)-N-methoxy-1-methyl-N-[(1R)-1-methyl-2-(2,4,6-trichlorophenyl)ethyl]pyrazole-4-carboxamide FC(C1=NN(C=C1C(=O)N([C@@H](CC1=C(C=C(C=C1Cl)Cl)Cl)C)OC)C)F